F[P-](F)(F)(F)(F)F.C[N+]1=CNC=C1 3-methyl-imidazolium hexafluorophosphate